COC1=C(C=CC=C1)SCC1=COC2=C1C=CC=C2 3-(((2-Methoxyphenyl)thio)methyl)benzofuran